5-bromo-2-(4-(dimethoxymethyl)piperidin-1-yl)pyridine ethyl-2-((2-methyl-pyridin-3-yl)amino)-4-(trifluoromethyl)-benzoate C(C)OC(C1=C(C=C(C=C1)C(F)(F)F)NC=1C(=NC=CC1)C)=O.BrC=1C=CC(=NC1)N1CCC(CC1)C(OC)OC